3-(1-((2-(Trimethylsilyl)ethoxy)methyl)-1H-imidazol-4-yl)pyridine C[Si](CCOCN1C=NC(=C1)C=1C=NC=CC1)(C)C